N1(N=CC=C1)C=1C=CC(=C2C=NNC12)C1=CN=C(N=N1)N1CC(NCC1)C1(CC1)C(F)(F)F 7-(pyrazol-1-yl)-4-(3-{3-[1-(trifluoromethyl)cyclopropyl]-piperazin-1-yl}-1,2,4-triazin-6-yl)-1H-indazole